(3S)-N-[2-cyano-4-fluoro-3-(3-methyl-4-oxo-quinazolin-6-yl)oxy-phenyl]-3-fluoro-pyrrolidine-1-sulfonamide C(#N)C1=C(C=CC(=C1OC=1C=C2C(N(C=NC2=CC1)C)=O)F)NS(=O)(=O)N1C[C@H](CC1)F